BrC1=C(C=2OCC[C@@H]3N(C2N=C1)CCNC3)Cl (S)-3-bromo-4-chloro-6,7,7a,8,10,11-hexahydro-9H-pyrazino[1,2-d]pyrido[3,2-b][1,4]oxazepin